[N+](=O)([O-])C=1C=CC(=NC1)C=O 5-nitropyridine-2-carbaldehyde